OCC(C(=O)O)C 3-hydroxy-methylpropionic acid